2-fluoro-5-ethyl-8-methoxy-3-piperazin-1-yl-5H-indolo[3,2-c]quinoline FC=1C=C2C=3C(=CN(C2=CC1N1CCNCC1)CC)C1=CC(=CC=C1N3)OC